N,N-dimethyl-BETA-alanine hydrochloride Cl.CN(CCC(=O)O)C